[Si](C)(C)(C(C)(C)C)O[C@@H]1[C@H](CCCC1)NCC1=CC(=CC=C1)Cl (1S,2S)-2-((tert-butyldimethylsilyl)oxy)-N-(3-chlorobenzyl)cyclohexan-1-amine